(2-(pyrrolidine-1-yl)-ethoxy)2,3,5,6-tetrahydrospiro[pyran-4,4'-pyrido[2,3-b][1,4,5]oxathiazepin] N1(CCCC1)CCOC1=NSC2=C(OC13CCOCC3)N=CC=C2